N-benzyl-6-(1-((2,3-dihydrobenzofuran-5-yl)sulfonyl)piperidin-4-yl)-5-(trifluoromethyl)pyridazin-3-amine C(C1=CC=CC=C1)NC=1N=NC(=C(C1)C(F)(F)F)C1CCN(CC1)S(=O)(=O)C=1C=CC2=C(CCO2)C1